OC1=CC=C(C=C1)C1=CC(=NN1)NC1=C(C=C(C=C1)NC(CCC)=O)C N-(4-((5-(4-hydroxyphenyl)-1H-pyrazol-3-yl)amino)-3-methylphenyl)butyramid